C(C)(C)(C)OC(CCOC[C@H]1OC[C@@H]([C@H]([C@@H]1OCCC(=O)OC(C)(C)C)OCCC(=O)OC(C)(C)C)NC(CCCCCCCCCCC(=O)OC)=O)=O di-tert-butyl 3,3'-(((2R,3S,4R,5S)-2-((3-(tert-butoxy)-3-oxopropoxy)methyl)-5-(12-methoxy-12-oxododecanamido)tetrahydro-2H-pyran-3,4-diyl)bis(oxy))dipropionate